[C-]#N.C(CC)[N+]1=C(C=CC=C1)CCCC 1-propyl-2-butylpyridinium cyanide